C1OC2CN(CCN2O1)CC1=CC=CC=C1 3,4-methylenedioxy-1-benzylpiperazine